FC1=CC=NN1COCC[Si](C)(C)C 5-fluoro-1-((2-(trimethylsilyl)ethoxy)methyl)-1H-pyrazole